C(C=CCCCCCCC)=O Decene-1-al